C1(C=CC=C1)[Ru]CC (cyclopentadienyl)(ethyl)ruthenium